5-(4-(3,4-dichlorophenyl)-5-isobutylthiazol-2-ylamino)nicotinic acid ClC=1C=C(C=CC1Cl)C=1N=C(SC1CC(C)C)NC=1C=NC=C(C(=O)O)C1